The molecule is an acetate ester that is the diacetate obtained by the formal condensation of the two hydroxy groups of diethylene glycol with two molecules of acetic acid respectively. It has a role as a metabolite. It derives from a diethylene glycol. CC(=O)OCCOCCOC(=O)C